Methyl 1-amino-13-oxo-3,6,9-trioxa-12-azahexadecan-16-oate NCCOCCOCCOCCNC(CCC(=O)OC)=O